(2S)-3-methyl-2-(3-methyl-2-oxo-imidazolidin-1-yl)butyric acid CC([C@@H](C(=O)O)N1C(N(CC1)C)=O)C